NC1=C(C=CC(=C1)OC)C1CC=2C=CC=CC2CC1 6-(2-amino-4-methoxyphenyl)-5,6,7,8-tetrahydronaphthalene